C(C)(C)(C)C=1C=C(C=C(C1O)C)CCC(=O)[O-] 3-(3-t-butyl-5-methyl-4-hydroxyphenyl)propionat